OC1(OC2=CC(=CC=C2C(=C1NC(C)=O)C1=CC=CC=C1)C)C(F)(F)F N-(2-Hydroxy-7-methyl-4-phenyl-2-(trifluoromethyl)-2H-chromen-3-yl)acetamide